O.Cl.FC(C(=O)C1CCNCC1)(F)F 2,2,2-trifluoro-1-(piperidin-4-yl)ethan-1-one hydrochloride hydrate